OC=1C=C(C=NC1)C=1C=C2C(=C(C=NC2=CC1)C#N)NC(C)C1=CC=CC=C1 6-(5-hydroxy-3-pyridyl)-4-(1-phenyl-ethylamino)quinoline-3-carbonitrile